1-(3-Dimethylaminopropyl)-3-ethyl-carbodiimid hydrochlorid Cl.CN(CCCN=C=NCC)C